C(C=C)(=O)OCCC1=CC=C(C=C1)C1CCCCC1 2-(4-cyclohexylphenyl)ethyl acrylate